C1(=CC=CC=C1)C=C(C=O)CCCCCC 3-Phenyl-2-hexylprop-2-enal